1,3-di(2,5,8,11-tetraoxatetradec-12-en-13-yl)benzene COCCOCCOCCOC=C(C)C1=CC(=CC=C1)C(=COCCOCCOCCOC)C